alanine molybdenum [Mo].N[C@@H](C)C(=O)O